OCC[C@@H]1C[C@@H](CC1)OC1=NC(=CC=C1S(=O)(=O)N1[C@@H](CCC1)C(=O)OC)C |o1:3,5| methyl ((2-(((1R*,3R*)-3-(2-hydroxyethyl)cyclopentyl)oxy)-6-methylpyridin-3-yl)sulfonyl)-L-prolinate